FC(C(=O)O)(F)F.ClC=1C=CC2=C(N=C(O2)N2CC3(C2)CC(C3)(N)C)C1 2-(5-Chloro-1,3-benzoxazol-2-yl)-6-methyl-2-azaspiro[3.3]heptan-6-amine 2,2,2-trifluoroacetic acid salt